5-chloro-2-hydroxy-N-(4'-methyl-5-(trifluoromethyl)-[1,1'-biphenyl]-3-yl)benzamide ClC=1C=CC(=C(C(=O)NC=2C=C(C=C(C2)C(F)(F)F)C2=CC=C(C=C2)C)C1)O